CC(CC(CCC(=O)NC)NC(OC(C)(C)C)=O)C tert-butyl (6-methyl-1-(methylamino)-1-oxohept-4-yl)carbamate